tert-butyl-5-(azetidine-1-yl)-3,3-dimethyl-2,3-dihydro-1H-pyrrolo[3,2-b]pyridine C(C)(C)(C)N1CC(C2=NC(=CC=C21)N2CCC2)(C)C